1-tert-butyl-3-{4-ethanesulfonamido-3-[(pyridin-2-yl)methoxy]phenyl}-5-[(pyrazin-2-yl)amino]-1H-pyrazole-4-carboxamide C(C)(C)(C)N1N=C(C(=C1NC1=NC=CN=C1)C(=O)N)C1=CC(=C(C=C1)NS(=O)(=O)CC)OCC1=NC=CC=C1